5-((1-(D-phenylalanyl)-4-hydroxypiperidin-4-yl)methyl)-1-methyl-1,5-dihydro-4H-pyrazolo[3,4-d]pyrimidin-4-one N[C@H](CC1=CC=CC=C1)C(=O)N1CCC(CC1)(O)CN1C=NC2=C(C1=O)C=NN2C